(1S,2S)-2-(3-chlorophenyl)-N-(4-(((6-cyclopropyl-8-(N-methylacetamido)imidazo[1,2-a]pyridin-2-yl)methyl)amino)pyridin-2-yl)cyclopropane-1-carboxamide ClC=1C=C(C=CC1)[C@@H]1[C@H](C1)C(=O)NC1=NC=CC(=C1)NCC=1N=C2N(C=C(C=C2N(C(C)=O)C)C2CC2)C1